C(C)(C)(C)C1=C(C(=CC(=C1)C)C)O 2-tert-Butyl-4,6-dimethylphenol